BrC=1C=C(C(=NC1)OC)CO (5-bromo-2-methoxy-3-pyridyl)methanol